C1(=CC=C(C=C1)N(C1=CC=C(C=C1)C1=CC(=CC=C1)C1=CC=CC2=C1OC1=C2C=CC=C1)C1=CC=C(C=C1)C1=CC=CC=C1)C1=CC=CC=C1 N,N-bis([1,1'-biphenyl]-4-yl)-3'-(dibenzo[b,d]furan-4-yl)-[1,1'-biphenyl]-4-amine